3-chloro-2,6-difluoro-N-(6-fluoro-2-pyridyl)-4-[3-methyl-3-(1-methyl-4-piperidyl)pyrrolidin-1-yl]benzenesulfonamide ClC=1C(=C(C(=CC1N1CC(CC1)(C1CCN(CC1)C)C)F)S(=O)(=O)NC1=NC(=CC=C1)F)F